(R)-1-(7-fluoro-1-((2-(trimethylsilyl)ethoxy)methyl)-1H-indazol-4-yl)ethane-1,2-diol FC=1C=CC(=C2C=NN(C12)COCC[Si](C)(C)C)[C@H](CO)O